ethyl 3-bromo-6-(1,1-difluoroethyl)picolinate BrC=1C(=NC(=CC1)C(C)(F)F)C(=O)OCC